(8-bromo-4-isoquinolinyl)hexahydropyrimidine-2,4-dione BrC=1C=CC=C2C(=CN=CC12)N1C(NC(CC1)=O)=O